3-methoxy-N-[5-(2-methoxyethoxymethyl)-2-phenyl-1H-indol-7-yl]propionamide COCCC(=O)NC=1C=C(C=C2C=C(NC12)C1=CC=CC=C1)COCCOC